benzo-benzoxazine O1NC=CC2=C1C1=C(C=C2)C=CC=C1